2-Amino-3-methylpyridinium NC1=[NH+]C=CC=C1C